5-(4-bromo-3-fluorophenyl)-1-cyclopropyl-3-(4-fluorophenyl)-4-oxo-1,4-dihydropyridine-2,5-dicarboxamide BrC1=C(C=C(C=C1)C1(C(C(=C(N(C1)C1CC1)C(=O)N)C1=CC=C(C=C1)F)=O)C(=O)N)F